FC(C=1C=C2C[C@@H]3[C@@H](NCCC3)C2=CC1)(F)F |r| (Rac)-(4aR,9bR)-7-(trifluoromethyl)-2,3,4,4a,5,9b-hexahydro-1H-indeno[1,2-b]pyridine